tert-butyl-2-(2-chloroethyl)-2,6-diazaspiro[3.5]nonane C(C)(C)(C)C1N(CC12CNCCC2)CCCl